FC([C@@H](C)N1N=NC2=C1C=C(C=C2)C=2C=CN1N=C(N=C(C12)OC)N[C@@H]1[C@@H](CN(CC1)C(C)=O)F)F 1-((3R,4S)-4-((5-(1-((R)-1,1-difluoropropan-2-yl)-1H-benzo[d][1,2,3]triazol-6-yl)-4-methoxypyrrolo[2,1-f][1,2,4]triazin-2-yl)amino)-3-fluoropiperidin-1-yl)ethan-1-one